C(C)(C)SC1=NC=CC=C1[N+](=O)[O-] 2-(isopropylthio)-3-nitropyridine